ClC1=CC=C(C=C1)C1=NN(CCC1C1=CC=CC=C1)C(=O)NS(=O)(=O)C1=CC=C(C=C1)F 3-(4-chlorophenyl)-N-((4-fluorophenyl)sulfonyl)-4-phenyl-5,6-dihydropyridazine-1(4H)-carboxamide